COC1=CC=C(C=C1)C=1C(=NC=NC1)C1=CC(=C(C(=C1)OC)OC)OC 5-(4-methoxyphenyl)-4-(3,4,5-trimethoxyphenyl)pyrimidine